C(C)(C)C1=C(C=CC=C1)CC(C)(C1=CC=CC=C1)OO isopropyl-phenyl-(cumyl) hydroperoxide